BrC1=CC=C(C=C1)C1=NN=CN1C 3-(4-bromophenyl)-4-methyl-1,2,4-triazole